N-(4-(2-amino-5-(3,4-dimethoxyphenyl)pyridin-3-yl)phenyl)-1,5-dioxo-4-((tetrahydro-2H-pyran-4-yl)methyl)-1,4,5,6-tetrahydrobenzo[f][1,7]Naphthyridine-2-carboxamide NC1=NC=C(C=C1C1=CC=C(C=C1)NC(=O)C1=CN(C=2C(NC3=C(C2C1=O)C=CC=C3)=O)CC3CCOCC3)C3=CC(=C(C=C3)OC)OC